N-(tert-butyl)-3-((2-((6-(4-chlorophenoxy)pyridin-3-yl)amino)-5-methylpyrimidin-4-yl)amino)benzenesulfonamide C(C)(C)(C)NS(=O)(=O)C1=CC(=CC=C1)NC1=NC(=NC=C1C)NC=1C=NC(=CC1)OC1=CC=C(C=C1)Cl